CC#CCCCCCCCC undec-2-yne